[N+](=O)([O-])C=1C=C(C=C(C1)C(F)(F)F)[C@@H](C)N (R)-1-(3-nitro-5-(trifluoromethyl)phenyl)ethane-1-Amine